9-(2'-decyltetradecanoyloxy)nonan-1-ol C(CCCCCCCCC)C(C(=O)OCCCCCCCCCO)CCCCCCCCCCCC